BrC1=CC(=C(C=C1F)NS(=O)(=O)C1=CNC2=CC(=CC=C12)OC)F N-(4-bromo-2,5-difluorophenyl)-6-methoxy-1H-indole-3-sulfonamide